(R)-5-(4-(Difluoromethyl)-6-(3-methoxytetrahydrofuran-3-yl)pyridin-2-yl)-7-methylpyrrolo[1,2-c]pyrimidin-3-amine FC(C1=CC(=NC(=C1)[C@]1(COCC1)OC)C=1C=C(N2C=NC(=CC21)N)C)F